ClC1=C(C=CC=C1)[C@H]1[C@H](CN(C1)C1CC1)C(=O)N1CCC(CC1)(C(=O)N[C@H](C)\C=C/S(=O)(=O)C)F 1-((3R,4R)-4-(2-chlorophenyl)-1-cyclopropylpyrrolidine-3-carbonyl)-4-fluoro-N-((R,Z)-4-(methylsulfonyl)but-3-en-2-yl)piperidine-4-carboxamide